N1C(=O)C(=O)C2=CC=CC=C12.[F] fluorine isatin